C(CO)(=O)OC(C(C)O)O glycoloxypropylene glycol